C(#C)C1=CNC(C2=CC=3C=CN=C(C3C=C21)OC[C@H]2NC(CC2)=O)=O (s)-4-ethynyl-6-((5-oxopyrrolidin-2-yl)methoxy)pyrido[3,4-g]isoquinolin-1(2H)-one